CC=1C=C(C=C(C1)C)C1CC(C1)=O 3-(3,5-dimethylphenyl)cyclobutanone